3-{[(4-cyanophenyl)carbamoyl]amino}-3-[(3-hydroxy-1-methoxy-1-oxopropan-2-yl)carbamoyl]propionic acid C(#N)C1=CC=C(C=C1)NC(=O)NC(CC(=O)O)C(NC(C(=O)OC)CO)=O